4,6-dimethyl-2-chloropyrimidine CC1=NC(=NC(=C1)C)Cl